N-[trans-3-[2-oxo-3-[3-oxo-4-(2-trimethylsilylethoxymethyl)pyrido[3,2-b][1,4]oxazin-6-yl]-1,3-oxazolidin-5-yl]cyclobutyl]carbamic acid tert-butyl ester C(C)(C)(C)OC(N[C@@H]1C[C@H](C1)C1CN(C(O1)=O)C=1C=CC=2OCC(N(C2N1)COCC[Si](C)(C)C)=O)=O